6-(2-fluorophenoxy)-2-{[1-(hydroxymethyl)-3-(methylthio)propyl]amino}-8-methylpyrido[2,3-d]pyrimidin-7(8H)-one FC1=C(OC2=CC3=C(N=C(N=C3)NC(CCSC)CO)N(C2=O)C)C=CC=C1